C(CCC)OC(C#CCCCCCC(=O)OCC(CC)C)OCCCC 2-methylbutyl 9,9-dibutoxy-7-nonynoate